pentanoic acid trihydrobromide Br.Br.Br.C(CCCC)(=O)O